7-methoxy-1-methyl-1H-imidazo[4,5-d]pyridazine COC=1N=NC=C2C1N(C=N2)C